phenyl-triphenylen-1-amine C1(=CC=CC=C1)C1=C(C=2C3=CC=CC=C3C3=CC=CC=C3C2C=C1)N